2-chloro-4-(3,4-difluoro-phenoxy)-pyrimidine ClC1=NC=CC(=N1)OC1=CC(=C(C=C1)F)F